(S)-N1-methyl-N6-(1-methyl-1H-pyrazol-3-yl)-4-(6-(2-methylmorpholino)-[1,2,4]triazolo[1,5-a]pyridin-2-yl)-2,7-naphthyridine-1,6-diamine CNC1=NC=C(C2=CC(=NC=C12)NC1=NN(C=C1)C)C1=NN2C(C=CC(=C2)N2C[C@@H](OCC2)C)=N1